(3-butoxy)pyridine CCC(C)OC1=NC=CC=C1